OC=1C(=CC=2C3(C4=CC=C(C=C4OC2C1)O)OC(C1=CC=C(C=C13)C(=O)O)=O)C=1SC(=CC1)C1=CC=CC=C1 3',6'-dihydroxy-2'-(5-phenylthiophen-2-yl)-3-oxo-3H-spiro-[isobenzofuran-1,9'-xanthene]-6-carboxylic acid